N-allyl-2-bromo-2,2-difluoro-N-(naphthalen-2-yl)acetamide C(C=C)N(C(C(F)(F)Br)=O)C1=CC2=CC=CC=C2C=C1